CC1=CC=C2C=C(NC2=C1C)C(=O)O 6,7-Dimethyl-1H-indole-2-carboxylic acid